O=C1NC2=NC=NC(=C2N1)C(=O)N 8-oxo-8,9-dihydro-7H-purine-6-carboxamide